BrCC1=CC(=C(C(=C1)OC)OC)OC 1-bromomethyl-3,4,5-trimethoxybenzene